FC(C(CC(=O)O)C)F 4,4-difluoro-3-methylbutanoic acid